COC(C([C@@H](C1=CC(=C(C=C1)C)COCC1=CC=C(C=C1)OC)C1=C(C2=C(N(N=N2)C)C=C1)C)(C)C)=O (S)-3-(1,4-dimethyl-1H-benzo[d][1,2,3]triazol-5-yl)-3-(3-(((4-methoxybenzyl)-oxy)-methyl)-4-methylphenyl)-2,2-dimethylpropionic acid methyl ester